BrC1=CC=C(C=C1)CC(=O)N1C[C@@H](CC[C@@H]1C)C(=O)OC Methyl (3R,6S)-1-(2-(4-bromophenyl)acetyl)-6-methylpiperidine-3-carboxylate